NC1=NC=CC(=C1Cl)SC=1C=2N(C(=NC1)N1CCC3([C@@H](C=4N(N=CC4Cl)C3)NC(OC(C)(C)C)=O)CC1)C=CN2 tert-butyl (S)-(1-(8-((2-amino-3-chloropyridin-4-yl)thio)imidazo[1,2-c]pyrimidin-5-yl)-3'-chloro-4'H,6'H-spiro[piperidine-4,5'-pyrrolo[1,2-b]pyrazol]-4'-yl)carbamate